CC(C)(C)OC(=O)NC1=CC=C(C=N1)C1=CC=C(C=C1)C1=CC=2C(=CN=CC2)N1C(=O)[O-] 2-[4-[6-[(2-methylpropan-2-yl)oxycarbonylamino]pyridin-3-yl]-phenyl]pyrrolo[2,3-c]-pyridine-1-carboxylate